FC1=C(C(=CC=C1)F)N1N=C(C2=CC=CC=C2C1=O)C=1C=C(C=CC1)S(=O)(=O)NCC 3-(3-(2,6-Difluorophenyl)-4-oxo-3,4-dihydrophthalazin-1-yl)-N-ethylbenzenesulfonamide